n,n-diethyl-3-(2-methyl-1,3-dioxolan-2-yl)propanamide CCN(CC)C(=O)CCC1(OCCO1)C